monomethyl-octadecanedioic acid barium salt [Ba+2].CC(C(=O)[O-])CCCCCCCCCCCCCCCC(=O)[O-]